FC1=C(C=C(OC2CC(C2)N)C=C1)C(F)(F)F (1r,3r)-3-(4-fluoro-3-(trifluoromethyl)phenoxy)cyclobutan-1-amine